C(=O)(OC(C)(C)C)NOC(=O)ONC(=O)OC(C)(C)C N-Bocaminohydroxyketone